ClC=1N=C(C=2C=CC=NC2C1)NC1CC2CCC(C1)N2CCF 7-chloro-N-((3-exo)-8-(2-fluoroethyl)-8-azabicyclo[3.2.1]octan-3-yl)-1,6-naphthyridin-5-amine